(4-(2-(4-cinnamylpiperazin-1-yl)ethoxy)phenyl)-N-cyclopropyl-1H-benzo[d]imidazole-5-carboxamide C(C=CC1=CC=CC=C1)N1CCN(CC1)CCOC1=CC=C(C=C1)N1C=NC2=C1C=CC(=C2)C(=O)NC2CC2